BrC(C(C)Br)C1=CC=CC=C1 1,2-dibromo-1-phenylpropane